5-(2-fluoro-4-prop-2-ylphenyl)-1-(oxacyclohex-4-yl)pyrazole-4-carboxylic acid ethyl ester C(C)OC(=O)C=1C=NN(C1C1=C(C=C(C=C1)C(C)C)F)C1CCOCC1